(4-(1H-pyrazol-1-yl)piperidin-1-yl)(4-(piperidine-1-carbonyl)-6-(3-(pyridin-3-yl)propoxy)quinolin-2-yl)methanone N1(N=CC=C1)C1CCN(CC1)C(=O)C1=NC2=CC=C(C=C2C(=C1)C(=O)N1CCCCC1)OCCCC=1C=NC=CC1